tert-butyl (2R,5S)-5-methyl-2-[3-[[(2s)-1-methylpyrrolidin-2-yl]methoxy]phenyl]piperidine-1-carboxylate C[C@H]1CC[C@@H](N(C1)C(=O)OC(C)(C)C)C1=CC(=CC=C1)OC[C@H]1N(CCC1)C